(2R,5R)-4-(3-fluoro-5-(trifluoromethyl)pyridin-2-yl)-5-(hydroxymethyl)-2-methylpiperazine FC=1C(=NC=C(C1)C(F)(F)F)N1C[C@H](NC[C@@H]1CO)C